4-(4-tert-butylphenyl)methylene-2,6-di-tert-butyl-2,5-cyclohexadiene-1-one C(C)(C)(C)C1=CC=C(C=C1)C=C1C=C(C(C(=C1)C(C)(C)C)=O)C(C)(C)C